C(C)(=O)O.C(CCCCCCC)N1CCCC1 N-octyl-pyrrolidine acetate